1-[(3-{4-[(2-ethyl-1H-imidazol-1-yl)methyl]-3-fluorophenyl}-5-(2-methylpropyl)thiophen-2-yl)sulfonyl]-3-(3,3,3-trifluoropropyl)urea C(C)C=1N(C=CN1)CC1=C(C=C(C=C1)C1=C(SC(=C1)CC(C)C)S(=O)(=O)NC(=O)NCCC(F)(F)F)F